C(\C=C(/C)\CCC=C(C)C)CC(C)=CCC\C(\C)=C\CO (2E,6Z,10Z)-Geranylgeraniol